3-(2,4-difluoro-3-(methoxymethoxy)-5-(trifluoromethyl)phenyl)-1-methyl-N-(piperidin-2-ylmethyl)-1H-pyrazolo[3,4-d]pyrimidin-6-amine FC1=C(C=C(C(=C1OCOC)F)C(F)(F)F)C1=NN(C2=NC(=NC=C21)NCC2NCCCC2)C